COC(=O)C=1C=C2C=NC(=NC2=C2C1ON=C2C(C)C)OC 9-isopropyl-2-methoxyisoxazolo[5,4-h]quinazoline-6-carboxylic acid methyl ester